S1C=NC=C1 1,3-THIAZOL